2-imino-3-(5-methyl-2-(trifluoromethyl)phenyl)thiazolidin-4-one tert-Butyl-4-[5-methylpyrido[4,3-b]indol-7-yl]piperazine-1-carboxylate C(C)(C)(C)OC(=O)N1CCN(CC1)C=1C=CC=2C3=C(N(C2C1)C)C=CN=C3.N=C3SCC(N3C3=C(C=CC(=C3)C)C(F)(F)F)=O